CC1=NC(=CC(=C1)C=1C=CC2=C(CN(CCC2(C)C)CC(=O)N2CCOCC2)C1)C 2-(8-(2,6-dimethylpyridin-4-yl)-5,5-dimethyl-1,3,4,5-tetrahydro-2H-benzo[c]azepin-2-yl)-1-morpholinoethan-1-one